C1(CC1)S(=O)(=O)N1N=CC(=C1)C1=NC=CC(=N1)NC1=NC=C(C(=C1)NC1CCC(CC1)O)C#CC1=CC=C(C=C1)CN1CCOCC1 (1s,4s)-4-((2-((2-(1-(Cyclopropylsulfonyl)-1H-pyrazol-4-yl)pyrimidin-4-yl)amino)-5-((4-(morpholinomethyl)phenyl)ethynyl)pyridin-4-yl)amino)cyclohexan-1-ol